2-aminocyclopent-1-enecarbonitrile NC1=C(CCC1)C#N